C(C)(C)(C)OC(=O)N[C@@H]([C@@H](C(=O)O)O)CC1=CC=CC=C1 (2s,3r)-3-((tert-butoxycarbonyl)amino)-2-hydroxy-4-phenylbutyric acid